4-(((R)-1-(3-(difluoromethyl)-2-fluorophenyl)ethyl)amino)-6-(cis-3-fluorotetrahydro-2H-pyran-4-yl)-8-methoxy-2-methyl-2,6-dihydropyrido[3,4-d]pyridazine-1,7-dione FC(C=1C(=C(C=CC1)[C@@H](C)NC1=NN(C(C=2C1=CN(C(C2OC)=O)[C@@H]2[C@@H](COCC2)F)=O)C)F)F